CN1C2=C(CC[C@@H](C1=O)NC(C1=NC=CC(=C1)OC1=CC=CC=C1)=O)C=CC(=N2)C#CC(C(F)(F)F)O N-((7S)-9-Methyl-8-oxo-2-(4,4,4-trifluoro-3-hydroxybut-1-yn-1-yl)-6,7,8,9-tetrahydro-5H-pyrido[2,3-b]azepin-7-yl)-4-phenoxypicolinamide